N1[C@H](COCC1)C(=O)OC methyl (R)-morpholine-3-carboxylate